[(3R)-1-[2-(3-chloro-2-methyl-phenyl)-4,5,6,7-tetrahydropyrazolo[1,5-a]pyridin-4-yl]pyrrolidin-3-yl]oxy-triisopropyl-silane ClC=1C(=C(C=CC1)C1=NN2C(C(CCC2)N2C[C@@H](CC2)O[Si](C(C)C)(C(C)C)C(C)C)=C1)C